lithium hydroxide, lithium salt [Li+].[OH-].[Li+].[OH-]